1-benzyl-3-naphthylquinolin C(C1=CC=CC=C1)N1CC(=CC2=CC=CC=C12)C1=CC=CC2=CC=CC=C12